ClC=1C=NN(C1C[C@H]1N(C(C2=CC=CC=C12)=O)C[C@H]1CC2=C(NN=N2)CC1)C (R)-3-((4-chloro-1-methyl-1H-pyrazol-5-yl)methyl)-2-(((R)-4,5,6,7-tetrahydro-1H-benzo[d][1,2,3]triazol-5-yl)methyl)isoindolin-1-one